C(C)(C)(C)OC(=O)N[C@@H](COC=1C(=C(C=CC1)CCCCC(=O)OC)Cl)CCC(N)=O methyl 5-[3-[(2R)-2-[(tert-butoxycarbonyl)amino]-4-carbamoylbutoxy]-2-chlorophenyl]pentanoate